tert-butyl 3-(4-(methoxycarbonyl)phenoxy)-4-oxopiperidine-1-carboxylate COC(=O)C1=CC=C(OC2CN(CCC2=O)C(=O)OC(C)(C)C)C=C1